3-Fluoro-N-(4-hydroxybicyclo[2.2.1]heptan-1-yl)-4-(1H-pyrrolo[3,2-c]pyridin-4-yl)benzamide FC=1C=C(C(=O)NC23CCC(CC2)(C3)O)C=CC1C1=NC=CC3=C1C=CN3